ClC=1C=C2C(=CC(=NC2=CC1)C(F)(F)F)N[C@@H]1C[C@@H](CCC1)NC(C1=C(C(=CC=C1)NS(=O)(=O)CCC)F)=O N-[(1R,3S)-3-{[6-chloro-2-(trifluoromethyl)quinolin-4-yl]amino}cyclohexyl]-2-fluoro-3-(propane-1-sulfonamido)benzamide